1,3-oxazepanyl-(1,3-oxazepane) O1C(NCCCC1)C1OCCCCN1